octadecen-7-ol C=CCCCCC(CCCCCCCCCCC)O